COC1=C(C=CC=C1)C1=CC=C(N=N1)N1CC(CCC1)NC(C=CC1=CC=CC=C1)=O N-(1-(6-(2-methoxyphenyl)pyridazin-3-yl)piperidin-3-yl)cinnamamide